4-(7-(1-ethyl-3-(trifluoromethyl)-1H-pyrazol-4-yl)benzo[d]isoxazol-6-yl)thieno[2,3-c]pyridine-2-carbonitrile C(C)N1N=C(C(=C1)C1=C(C=CC=2C=NOC21)C2=C1C(=CN=C2)SC(=C1)C#N)C(F)(F)F